ClC1=CC=C(CN2N=C3C4=C(CCC3=C2)OC(=C4C)C(=O)NCC=4NC=CN4)C=C1 2-(4-chlorobenzyl)-N-(1H-imidazol-2-ylmethyl)-8-methyl-4,5-dihydro-2H-furo[2,3-g]indazole-7-carboxamide